pyrrolo[3,4-c]pyridine-3,6(2H,5H)-dione C1NC(C2=CNC(C=C21)=O)=O